(2-aminoethyl)(3-((t-butyldimethylsilyl)oxy)propyl)carbamic acid tert-butyl ester C(C)(C)(C)OC(N(CCCO[Si](C)(C)C(C)(C)C)CCN)=O